COC(=O)C=1C=CC(=C2C=NN(C12)C(C)C1=CC=C(C=C1)C1CC1)C#CC (1-(4-cyclopropylphenyl)ethyl)-4-(propane-1-yn-1-yl)-1H-indazole-7-carboxylic acid methyl ester